FC(C1=C(C(=C(C=C1)C=1OCC(N1)(C)C)OC)SC)F 2-[4-(difluoromethyl)-2-methoxy-3-(methylsulfanyl)phenyl]-4,4-dimethyl-4,5-dihydro-1,3-oxazole